O(C1=CC=CC=C1)C1=CC=C(C(=O)NN)C=C1 (4-phenoxybenzoyl)hydrazine